chloro-3-[2-(1,1-difluoroethyl)-1H-imidazol-4-yl]-2-methylpyridine ClC1=C(C(=NC=C1)C)C=1N=C(NC1)C(C)(F)F